C(C1=CC(C(=O)OCC(CCCC)CC)=CC=C1)(=O)OCCCC butyl (2-ethylhexyl) isophthalate